5-(1-aminoethyl)-2-[4-[bis[(2,4-dimethoxyphenyl)methyl]amino]-1-[(2,4-dimethoxyphenyl)methyl]-2-(ethoxymethyl)-6-methyl-imidazo[4,5-c]pyridin-7-yl]sulfanyl-phenol NC(C)C=1C=CC(=C(C1)O)SC=1C2=C(C(=NC1C)N(CC1=C(C=C(C=C1)OC)OC)CC1=C(C=C(C=C1)OC)OC)N=C(N2CC2=C(C=C(C=C2)OC)OC)COCC